4-((2R,3S,4S,5R)-3-(5-chloro-3-fluoro-2,4-dimethoxyphenyl)-4,5-dimethyl-5-(trifluoromethyl)tetrahydrofuran-2-carboxamido)picolinamide ClC=1C(=C(C(=C(C1)[C@H]1[C@@H](O[C@]([C@H]1C)(C(F)(F)F)C)C(=O)NC1=CC(=NC=C1)C(=O)N)OC)F)OC